6-azathymine N1C(=O)NC(=O)C(C)=N1